(1S,2R,5R)-2-ethoxy-2,6,6-trimethyl-9-methylene-bicyclo[3.3.1]nonane C(C)O[C@]1([C@H]2CCC([C@@H](CC1)C2=C)(C)C)C